ClC1=NC=C(C(=C1)NCC1CCC(CC1)CN(C(OC(C)(C)C)=O)C)C1=NN(C=C1)C(F)F tert-butyl (((1r,4r)-4-(((2-chloro-5-(1-(difluoromethyl)-1H-pyrazol-3-yl)pyridin-4-yl)amino)methyl)cyclohexyl)methyl)(methyl)carbamate